C(C)(=O)C1=CN(C2=CC=C(C=C12)C=1C=NC=2N(C1)N=C(C2)C)CC(=O)N2[C@@H](C[C@H](C2)F)C(=O)NCCC2=CC=CC=C2 (2S,4R)-1-(2-(3-acetyl-5-(2-methylpyrazolo[1,5-a]pyrimidin-6-yl)-1H-indol-1-yl)acetyl)-4-fluoro-N-phenethylpyrrolidine-2-carboxamide